N-(5-cyclopropyl-1H-pyrazol-3-yl)-1-[3-(difluoromethyl)phenyl]-5-oxopyrrolidine-3-carboxamide C1(CC1)C1=CC(=NN1)NC(=O)C1CN(C(C1)=O)C1=CC(=CC=C1)C(F)F